ClC1=CC(=C(C=C1)C1=NC(=CC=2N=C(N(C(C21)=O)C)C)[C@H]2C[C@H](OCC2)C=2C=NC(=CC2)C)F 5-(4-chloro-2-fluorophenyl)-2,3-dimethyl-7-((2S,4R)-2-(6-methylpyridin-3-yl)tetrahydro-2H-pyran-4-yl)pyrido[4,3-d]pyrimidin-4(3H)-one